{(exo)-8-[(S)-4-(2,3-Dihydro-[1,4]dioxino[2,3-b]pyridin-3-yl)-benzyl]-8-aza-bicyclo[3.2.1]oct-3-yl}-urea O1C[C@@H](OC2=NC=CC=C21)C2=CC=C(CN1C3CC(CC1CC3)NC(=O)N)C=C2